ClC1=NC2=CC(=CC=C2C(=N1)N(C=1C=C(C=CC1)NC(C1=CC=CC=C1)=O)C)Cl N-[3-[(2,7-dichloroquinazolin-4-yl)-methyl-amino]phenyl]benzamide